C1NCC2=CC(=CC=C12)CN1CCC2(CN(C2)C2=NC=NC3=CC=C(C=C23)CC(F)(F)F)CC1 4-(7-(isoindolin-5-ylmethyl)-2,7-diazaspiro[3.5]nonan-2-yl)-6-(2,2,2-trifluoroethyl)quinazoline